4-[5-(aminomethyl)pyrimidin-2-yl]-3-[6-(4-fluoropiperidin-1-yl)-2-methylpyrimidin-4-yl]oxybenzonitrile NCC=1C=NC(=NC1)C1=C(C=C(C#N)C=C1)OC1=NC(=NC(=C1)N1CCC(CC1)F)C